trans-1,4-diaminocyclohexane N[C@@H]1CC[C@H](CC1)N